di-n-propyl (cyclohexylmethylene)malonate C1(CCCCC1)C=C(C(=O)OCCC)C(=O)OCCC